2,3,4-trifluoro-styrene FC1=C(C=C)C=CC(=C1F)F